1-(4-(((2s,4r)-2-methyl-1-propionyl-1,2,3,4-tetrahydroquinolin-4-yl)amino)phenyl)-1H-1,2,3-triazol C[C@@H]1N(C2=CC=CC=C2[C@@H](C1)NC1=CC=C(C=C1)N1N=NC=C1)C(CC)=O